2-(bromomethyl)-2-butyl-caproic acid BrCC(C(=O)O)(CCCC)CCCC